C(C)(C)N1N=CC(=C1)N1C(N(C(C1)C#N)C1=CN=CC2=CC=CC=C12)=O 1-(1-isopropyl-1H-pyrazol-4-yl)-3-(isoquinolin-4-yl)-2-oxoimidazoline-4-carbonitrile